BrC1OC2=CC=CC=C2CC1 bromochroman